[N+](=O)([O-])C=1C=NN(C1)CCN1CCN(CC1)C(=O)OC(C)(C)C tert-Butyl 4-(2-(4-nitro-1H-pyrazol-1-yl)ethyl)piperazine-1-carboxylate